tert-butyl (5R,6S)-5-hydroxy-6-[(R)-5H-imidazo[1,5-b]isoindol-5-yl]-2-azaspiro[3.4]octane-2-carboxylate O[C@H]1C2(CN(C2)C(=O)OC(C)(C)C)CC[C@H]1[C@H]1N2C(C=3C=CC=CC13)=CN=C2